COC=1C=C2CCN(CC2=CC1NC1=NC2=CC(=CC=C2C=N1)N1N=C(N=C1[C@H]1NCCC1)C)C |r| (S and R)-N-(6-methoxy-2-meth-yl-1,2,3,4-tetrahydroisoquinolin-7-yl)-7-[3-methyl-5-(pyrrolidin-2-yl)-1H-1,2,4-triazol-1-yl]quinazolin-2-amine